bis(8-oxo-8-(pentadecan-7-yloxy)octyl) 2-(((2-((2-hydroxyethyl)(methyl)amino)ethoxy)-carbonyl)oxy)pentanedioate OCCN(CCOC(=O)OC(C(=O)OCCCCCCCC(OC(CCCCCC)CCCCCCCC)=O)CCC(=O)OCCCCCCCC(OC(CCCCCC)CCCCCCCC)=O)C